C(CC)NC(O[C@H]1C[C@H](CC1)C1=CC(=NN1)NC(CC1=CN=CO1)=O)=O (1R,3S)-3-{3-[(1,3-oxazol-5-ylacetyl)amino]-1H-pyrazol-5-yl}cyclopentyl propylcarbamate